(3S,4S)-8-(9-((2-fluoro-3-methylphenyl)ethynyl)-7H-imidazo[1,2-c]pyrazolo[4,3-e]pyrimidin-5-yl)-3-methyl-2-oxa-8-azaspiro[4.5]decan-4-amine FC1=C(C=CC=C1C)C#CC1=NNC2=C1C=1N(C(=N2)N2CCC3([C@@H]([C@@H](OC3)C)N)CC2)C=CN1